1-[3-Fluoro-5-(2-methyl-amino-ethoxy)-pyridin-2-yl]-7-methoxy-3-methyl-8-(1-methyl-1H-pyrazol-4-yl)-1,3-dihydroimidazo[4,5-c]quinolin-2-one FC=1C(=NC=C(C1)OCC(C)N)N1C(N(C=2C=NC=3C=C(C(=CC3C21)C=2C=NN(C2)C)OC)C)=O